1-(((6-bromoquinolin-7-yl)methyl)amino)pentan-2-ol BrC=1C=C2C=CC=NC2=CC1CNCC(CCC)O